C1(=CC=CC=C1)\C=C/C(=O)OC methyl (Z)-3-phenylprop-2-enoate